(+/-)-trans-methyl 3-((6-(benzofuran-2-yl)-2-chloro-5-fluoropyrimidin-4-yl)amino)bicyclo[2.2.2]octane-2-carboxylate O1C(=CC2=C1C=CC=C2)C2=C(C(=NC(=N2)Cl)NC2C(C1CCC2CC1)C(=O)OC)F